1-(4-(tert-pentyl)phenyl)cyclopentane-1,3-diamine C(C)(C)(CC)C1=CC=C(C=C1)C1(CC(CC1)N)N